S(=O)(=O)(O)O.OC1[C@H](N)[C@@H](O)[C@H](O)[C@H](O1)CO glucosamine sulfate salt